OCCCCCCCCCCCCCCCC(=O)O.OCCCCCCCCCCCCCCCC(=O)O 16-hydroxyhexadecanoic acid (16-Hydroxypalmitate)